CS(=O)(=O)C1=CC=C(CN[C@@H](CO)C(=O)O)C=C1 syn-p-methylsulfonylbenzylserine